4-((7-(2-((5-Bromo-2,6-dioxo-3-(2,2,2-trifluoroethyl)-3,6-dihydropyrimidine-1(2H)-yl)methyl)thieno[3,2-b]pyridin-7-yl)-5-chloro-1H-indol-1-yl)methyl)piperidine-4-carbonitrile BrC1=CN(C(N(C1=O)CC1=CC2=NC=CC(=C2S1)C=1C=C(C=C2C=CN(C12)CC1(CCNCC1)C#N)Cl)=O)CC(F)(F)F